diethyl (thien-2-ylmethyl) phosphate P(=O)(OCC)(OCC)OCC=1SC=CC1